2-fluoro-4-{7-[2-hydroxy-2-(4-methyl-1-oxo-1,3-dihydro-2-benzofuran-5-yl)ethyl]-3-oxo-5,6,7,8-tetrahydro[1,2,4]triazolo[4,3-a]pyrazin-2(3H)-yl}benzonitrile FC1=C(C#N)C=CC(=C1)N1N=C2N(CCN(C2)CC(C2=C(C3=C(C(OC3)=O)C=C2)C)O)C1=O